N[C@H](C(=O)O)CC1=C(C=C(C=C1)Cl)Cl (S)-2-amino-3-(2,4-dichlorophenyl)propionic acid